NC1=C2C(=NC=N1)N(N=C2C2=CC=C(C=C2)CC=2C(=C(C(=O)N)C=C(C2)F)OC)C2=CC(=C(C=C2)N2CCC(CC2)C(OC)OC)F [[4-[4-amino-1-[4-[4-(dimethoxymethyl)-1-piperidyl]-3-fluorophenyl]pyrazolo[3,4-d]pyrimidin-3-yl]phenyl]methyl]-5-fluoro-2-methoxy-benzamide